OC[C@@]1(N2[C@H](C[C@H](C1=O)CC2)C)COC (1S,2R,4R,6S)-2-(hydroxymethyl)-2-(methoxymethyl)-6-methyl-quinuclidin-3-one